1-(5-Isopropoxy-6-methoxybenzo[b]thiophen-2-yl)ethan-1-one C(C)(C)OC1=CC2=C(SC(=C2)C(C)=O)C=C1OC